[3-(N,N-dipropylamino)propyl]amine C(CC)N(CCC)CCCN